OC(C)(C)C=1SC=C(N1)S(=O)(=O)N 2-(2-hydroxy-prop-2-yl)thiazole-4-sulfonamide